ClC1=CC=C(C=C1)C1(CC(C1)(OC)OC)C(=O)N 1-(4-chlorophenyl)-3,3-dimethoxycyclobutane-1-Formamide